O1COC2=C1C=CC(=C2)C=2N=C1N(C=CC=N1)C2C2=CC(=NC=C2)C 2-(Benzo[d][1,3]dioxol-5-yl)-3-(2-methylpyridin-4-yl)imidazo[1,2-a]pyrimidine